(2r,4r)-2-((5-((+)-1-(((S)-tert-butylsulfinyl)amino)-3-cyclopropyl-1-(pyridin-2-yl)propyl)-2-fluorophenyl)carbamoyl)-4-methoxypyrrolidine-1-carboxylic acid benzyl ester C(C1=CC=CC=C1)OC(=O)N1[C@H](C[C@H](C1)OC)C(NC1=C(C=CC(=C1)C(CCC1CC1)(C1=NC=CC=C1)N[S@@](=O)C(C)(C)C)F)=O